[(phenanthrenyl)phenyl](phenanthrenyl)binaphthalene C1(=CC=CC=2C3=CC=CC=C3C=CC12)C1=C(C=CC=C1)C=1C(=C(C2=CC=CC=C2C1)C1=CC=CC2=CC=CC=C12)C1=CC=CC=2C3=CC=CC=C3C=CC12